5-[5-[2-[1-(trifluoromethyl)cyclopropyl]ethynyl]-3,4-dihydro-2H-quinolin-1-yl]-[1,2,4]triazolo[4,3-a]quinazolin-8-amine FC(C1(CC1)C#CC1=C2CCCN(C2=CC=C1)C1=NC=2N(C3=CC(=CC=C13)N)C=NN2)(F)F